OC1CC(OC1)(C(=O)OC)C1=C(C=CC(=C1)C)OC methyl 4-hydroxy-2-(2-methoxy-5-methylphenyl)tetrahydrofuran-2-carboxylate